mono-nonyl-benzene C(CCCCCCCC)C1=CC=CC=C1